ClC1=C(C=2N=C(N=C3C2C(=N1)OCCN3)OC[C@]31CCCN1C[C@@H](C3)F)F 5-chloro-4-fluoro-2-(((2R,7aS)-2-fluorotetrahydro-1H-pyrrolizin-7a(5H)-yl)methoxy)-9,10-dihydro-8H-7-oxa-1,3,6,10-tetraazacyclohepta[de]naphthalene